N-(5-chloro-6-(2H-1,2,3-triazol-2-yl)pyridin-3-yl)-1-(6-fluoro-4-methylpyridin-3-yl)-5-(trifluoromethyl)-1H-pyrazole-4-carboxamide ClC=1C=C(C=NC1N1N=CC=N1)NC(=O)C=1C=NN(C1C(F)(F)F)C=1C=NC(=CC1C)F